N=1NC(=C2CCCCC12)NC=O N-(4,5,6,7-tetrahydro-2H-indazol-3-yl)carboxamide